[N-](C#N)C#N.CC(N1C(=O)N(C)C=2N=CNC2C1=O)CCCC methylbutyl-theophylline dicyanamide salt